C1(CC1)C1=CC2=C(C(=NN(C2=O)CC(=O)NC=2C=CC=3N(C2)C=NN3)C(C)C)O1 2-[2-Cyclopropyl-4-oxo-7-(propan-2-yl)-4H,5H-furo[2,3-d]pyridazin-5-yl]-N-{[1,2,4]triazolo[4,3-a]pyridin-6-yl}acetamide